1-(4-fluorophenyl)-2-methylpropan-1-one FC1=CC=C(C=C1)C(C(C)C)=O